lithium propenesulfonate C(=CC)S(=O)(=O)[O-].[Li+]